C(C)OCC1(CC=C(CC1)C1=NN(C=C1CN(CCN(C(OC(C)(C)C)=O)C)C)C1OCCCC1)COCC tert-butyl N-[2-[([3-[4,4-bis(ethoxymethyl) cyclohex-1-en-1-yl]-1-(oxacyclohex-2-yl)-1H-pyrazol-4-yl] methyl) (methyl) amino] ethyl]-N-methylcarbamate